(S)-1-(2-(1-(4-(3-fluorophenoxy)phenyl)imidazo[1,5-a]pyrazin-3-yl)pyrrolidin-1-yl)but-2-yn-1-one FC=1C=C(OC2=CC=C(C=C2)C=2N=C(N3C2C=NC=C3)[C@H]3N(CCC3)C(C#CC)=O)C=CC1